NC1=NC=NN2C1=C(N=C2C(C)C)C2=CC=C(CC=1C(=C(C(=O)N)C=CC1)OC(F)F)C=C2 (4-(4-amino-7-isopropylimidazo[5,1-f][1,2,4]triazin-5-yl)benzyl)-2-(difluoromethoxy)benzamide